5,7-dibromo-6-[(2-chloro-5-fluorophenyl)carbonyl]-3,4-dihydrospiro[benzo[1,4]oxazin-2,1'-cyclopropane]-3-one BrC1=C(C(=CC2=C1NC(C1(CC1)O2)=O)Br)C(=O)C2=C(C=CC(=C2)F)Cl